(4-((1-(3-amino-5-(trifluoromethyl)phenyl)ethyl)amino)-6-(isopropylamino)-2-methylquinazolin-7-yl)(morpholino)methanone NC=1C=C(C=C(C1)C(F)(F)F)C(C)NC1=NC(=NC2=CC(=C(C=C12)NC(C)C)C(=O)N1CCOCC1)C